ClC1=C(C=CC=2C3=C(NC12)CCN([C@H]3C)C(=O)C3=NC=CC(=N3)OCCO)Cl (S)-(6,7-dichloro-1-methyl-1,3,4,5-tetrahydro-2H-pyrido[4,3-b]indol-2-yl)(4-(2-hydroxyethoxy)pyrimidin-2-yl)methanone